(4-(3-amino-1H-indazol-5-yl)pyridine-2-yl)-3-(3-fluorophenyl)urea NC1=NNC2=CC=C(C=C12)C1=CC(=NC=C1)NC(=O)NC1=CC(=CC=C1)F